C(OC[C@]1(O[C@H]([C@@H]2OC(O[C@@H]21)(C)C)C2=CC=C1C(=NC=NN12)N)C#N)(OCC1=CC=CC=C1)=O ((3aS,4R,6S,6aS)-6-(4-aminopyrrolo[2,1-f][1,2,4]triazin-7-yl)-4-cyano-2,2-dimethyltetrahydrofuro[3,4-d][1,3]dioxol-4-yl)methyl benzyl carbonate